N-(1-phenethylpiperidin-4-yl)-N-phenylthiophene-3-carboxamide C(CC1=CC=CC=C1)N1CCC(CC1)N(C(=O)C1=CSC=C1)C1=CC=CC=C1